N,N-dihydroxyethyl-benzylamine ON(O)C(C1=CC=CC=C1)CC